methyl (E)-2-(1-(naphthalen-2-yl)ethylidene)hydrazine-1-carboxylate C1=C(C=CC2=CC=CC=C12)\C(\C)=N\NC(=O)OC